3,3'-dithiobis(succinimidyl-propionate) C1(CCC(N1C(C(=O)[O-])CSSCC(C(=O)[O-])N1C(CCC1=O)=O)=O)=O